tert-butyl ((4-((2-((7-azabicyclo[2.2.1]heptan-7-yl)methyl)-6-fluorobenzyl)amino)-3-chloro-2-fluorophenyl)sulfonyl)(thiazol-4-yl)carbamate C12CCC(CC1)N2CC2=C(CNC1=C(C(=C(C=C1)S(=O)(=O)N(C(OC(C)(C)C)=O)C=1N=CSC1)F)Cl)C(=CC=C2)F